fluoroperoxide FOOF